C(C)(C)C1=C(C=CC=C1)[C@H]1N(CCC1)C1CC2(C1)CCN(CC2)C2=CC=C(C(=O)NS(=O)(=O)C1=CC(=C(C=C1)NCC1CCOCC1)[N+](=O)[O-])C=C2 4-[2-[(2S)-2-(2-isopropylphenyl)pyrrolidin-1-yl]-7-azaspiro[3.5]nonan-7-yl]-N-[3-nitro-4-[(oxan-4-ylmethyl)amino]benzenesulfonyl]benzamide